1-methyl-7-[4-[3-(4-methyl-2-oxo-piperazin-1-yl)propoxy]phenoxy]indazole-5-carboxamide CN1N=CC2=CC(=CC(=C12)OC1=CC=C(C=C1)OCCCN1C(CN(CC1)C)=O)C(=O)N